4-[5-(Cyclopropoxy)-1,2,4-thiadiazol-3-yl]-N-{(1R,6S)-2,2-difluoro-6-[4-(propan-2-yl)piperazin-1-yl]cyclohexyl}-4-methylpiperidine-1-carboxamide C1(CC1)OC1=NC(=NS1)C1(CCN(CC1)C(=O)N[C@H]1C(CCC[C@@H]1N1CCN(CC1)C(C)C)(F)F)C